(S)-(4'-(benzo[d]thiazol-2-yl)spiro[cyclopropane-1,7'-imidazo[4,5-c]pyridin]-5'(1'H,4'H,6'H)-yl)(5-methyl-1,3,4-oxadiazol-2-yl)methanone S1C(=NC2=C1C=CC=C2)[C@H]2N(CC1(C3=C2N=CN3)CC1)C(=O)C=1OC(=NN1)C